2-Chloro-4-nitropyrazolopyrimidine ClN1NC2=CN=CN(C2=C1)[N+](=O)[O-]